6-vinylbenzo[d][1,3]dioxan C(=C)C1=CC2=C(OCOC2)C=C1